C(#N)C1=C(C=C(COC2=CC=CC=N2)C=C1)C 6-((4-cyano-3-methylbenzyl)oxy)pyridin